C1CCN=C(C1)C(=O)O The molecule is a piperidinemonocarboxylic acid. It is a conjugate acid of a 1-piperideine-2-carboxylate. It is a tautomer of a 1-piperideine-2-carboxylic acid zwitterion.